3-amino-N-(2,2-dimethoxyethyl)benzo[d]isoxazole-6-carboxamide NC1=NOC2=C1C=CC(=C2)C(=O)NCC(OC)OC